2-(3-(difluoromethyl)-4-(methylsulfonyl)phenyl)-4,4,5,5-tetramethyl-1,3,2-dioxaborolane FC(C=1C=C(C=CC1S(=O)(=O)C)B1OC(C(O1)(C)C)(C)C)F